NC=1C(=NC(=CC1)C(=O)NC1=CC=C2C(=N1)OC(=N2)N2CCOCC2)C=2C=NC=CC2 amino-N-(2-morpholinooxazolo[5,4-b]pyridin-5-yl)-[2,3'-bipyridine]-6-carboxamide